C(C)OC=1C=C(C=O)C=CC1OCCC=CCCC1=CC=C(C=C1)CC(C)C 3-ethoxy-4-((6-(4-isobutylphenyl)hex-3-en-1-yl)oxy)benzaldehyde